6-(4-amino-4-methylpiperidin-1-yl)-3-(2,3-dichlorophenyl)pyrazin-2-amine NC1(CCN(CC1)C1=CN=C(C(=N1)N)C1=C(C(=CC=C1)Cl)Cl)C